CC(CCC(N)(N)CCC(C(CC)N)C)C(CC)N bis(3-methyl-4-aminohexyl)methanediamine